C12(CC3CC(CC(C1)C3)C2)NCCCCCCCNC=2C=C(C=CC2)C2C(NC(CC2)=O)=O 3-(3-((7-((adamantan-1-yl)amino)heptyl)amino)phenyl)piperidine-2,6-dione